6-(2-hydroxyethyl)-2-methoxy-7-azaspiro[3.5]nonane-7-carboxylic acid tert-butyl ester C(C)(C)(C)OC(=O)N1C(CC2(CC(C2)OC)CC1)CCO